tert-butyl 3-(7-chloro-8-fluoro-2-(((2R,7aS)-2-fluorotetrahydro-1H-pyrrolizin-7a-yl)methoxy) pyrido[4,3-d]pyrimidin-4-yl)-1-(methoxymethyl)-3,8-diazabicyclo[3.2.1]octan-8-carboxylate ClC1=C(C=2N=C(N=C(C2C=N1)N1CC2(CCC(C1)N2C(=O)OC(C)(C)C)COC)OC[C@]21CCCN1C[C@@H](C2)F)F